(1s,4s)-4-(8-(2-chloro-3-methylphenylamino)-2-(tetrahydro-2H-pyran-4-ylamino)-9H-purin-9-yl)cyclohexanecarboxamide ClC1=C(C=CC=C1C)NC=1N(C2=NC(=NC=C2N1)NC1CCOCC1)C1CCC(CC1)C(=O)N